nitrothiophene C1=CSC(=C1)[N+](=O)[O-]